2-(6-(1-((1R,3s,5S)-1,5-dimethyl-8-azabicyclo[3.2.1]octan-3-yl)vinyl)-1,2,4-triazin-3-yl)-4-fluoro-5-(1H-imidazol-1-yl)phenol C[C@]12CC(C[C@](CC1)(N2)C)C(=C)C2=CN=C(N=N2)C2=C(C=C(C(=C2)F)N2C=NC=C2)O